Cl.NCC1(CCC(CC1)(F)F)O 1-(aminomethyl)-4,4-difluorocyclohexanol hydrochloride